C(C1=CC=CC=C1)OC([C@H](NC([C@H](CCN(C(CO)=O)[C@H](C(C)(C)C)C=1N(C=C(C1)C1=C(C=CC(=C1)F)F)CC1=CC=CC=C1)N)=O)C(CC(=O)OCC1=CC=CC=C1)C([C@@H](N)C)=O)=O Dibenzyl-N-{(2S)-2-amino-4-[{(1R)-1-[1-benzyl-4-(2,5-difluorophenyl)-1H-pyrrol-2-yl]-2,2-dimethylpropyl}(glycoloyl)amino]butanoyl}-beta-alanyl-D-glutamate